FC(C1=NN=C(O1)C=1C=CC(=NC1)CN1N=NC(=C1)C1=CC2=C(N(C(=N2)N)C)C=C1)F 5-(1-((5-(5-(difluoromethyl)-1,3,4-oxadiazol-2-yl)pyridin-2-yl)methyl)-1H-1,2,3-triazol-4-yl)-1-methyl-1H-benzo[d]imidazol-2-amine